FC=1C(=C(C=CC1F)C1C(O[C@]([C@H]1C)(C(F)(F)F)C)C(=O)NC=1C=C2C=CN=CC2=CC1)OC 6-[(4S,5R)-3-(3,4-difluoro-2-methoxyphenyl)-4,5-dimethyl-5-(trifluoromethyl)oxolane-2-amido]isoquinoline